ClC1=C(C=CC=C1)C1=C(C(=NC2=CC(=CC=C12)OC)N1CC2(CN(C2)C(=O)OC(C)(C)C)CC1)C#N tert-butyl 6-(4-(2-chlorophenyl)-3-cyano-7-methoxyquinolin-2-yl)-2,6-diazaspiro[3.4]octane-2-carboxylate